CC1=NNC=C1C=1C=C2C=CN(C(C2=CC1)=O)CC=1C=C(C(=O)NCC2=CC(=CC=C2)NS(=O)(=O)C)C=CC1 3-((6-(3-Methyl-1H-pyrazol-4-yl)-1-oxoisoquinolin-2(1H)-yl)methyl)-N-(3-(methylsulfonamido)benzyl)benzamide